benzo[b][1,4]dioxine O1C2=C(OC=C1)C=CC=C2